FC=1C=C(C=C(C1)F)[C@@H]1CC[C@H]2OC3(C(N21)=O)CCN(CC3)C(=O)C=3C=2CCC(C2C=CC3)=O (5'S,7a'R)-5'-(3,5-difluoro-phenyl)-1-(1-oxo-2,3-dihydro-1H-indene-4-carbonyl)tetrahydro-3'H-spiro[piperidine-4,2'-pyrrolo[2,1-b]oxazol]-3'-one